CN(C1=CC2=CC=CC=C2C=C1)CC1=NC(=NC(=N1)NC1=CC=C(C=C1)C)N 6-((methyl(naphthalen-2-yl)amino)methyl)-N2-(p-tolyl)-1,3,5-triazine-2,4-diamine